3-(3-chloro-4-fluorophenyl)-1-(1-(8-fluoro-1-oxo-1,2-dihydroisoquinolin-4-yl)ethyl)-1-isobutyl-urea ClC=1C=C(C=CC1F)NC(N(CC(C)C)C(C)C1=CNC(C2=C(C=CC=C12)F)=O)=O